C1(=CC=CC2=CC=C3C=C4C=CC=CC4=CC3=C12)NC N-tetraphenylaminomethane